[4-methyl-2-(trifluoromethoxy)pyridine-3-yl]methanol CC1=C(C(=NC=C1)OC(F)(F)F)CO